C(C)OC1=C(C(N(C=C1)C1=CC=C(C=C1)F)=O)C(=O)NC1=CC(=C(C=C1)OC1=C2C(=NC=C1)C=C(S2)C2=NC=C(C=C2)CN2CCOCC2)F 4-ethoxy-N-[3-fluoro-4-({2-[5-(morpholinomethyl)pyridin-2-yl]thieno[3,2-b]pyridin-7-yl}oxy)phenyl]-1-(4-fluorophenyl)-2-oxo-1,2-dihydropyridine-3-carboxamide